6-(4-(4-fluoro-3-methyltetrahydrofuran-3-yl)piperazin-1-yl)-7-methylisoquinolin-3-amine FC1C(COC1)(C)N1CCN(CC1)C=1C=C2C=C(N=CC2=CC1C)N